C1OCC12CN(C2)C=2C=C(C=NC2)C=2N=NN(C2)C(C)N2C(C=C(C=C2)N2C[C@@H](CCC2)N(C(OC(C)(C)C)=O)CC2CCC2)=O tert-butyl ((3R)-1-(1-(1-(4-(5-(2-oxa-6-azaspiro[3.3]heptan-6-yl)pyridin-3-yl)-1H-1,2,3-triazol-1-yl)ethyl)-2-oxo-1,2-dihydro pyridin-4-yl)piperidin-3-yl)(cyclobutylmethyl)carbamate